C/C(/CCC=O)=C/CCC(C)C (Z)-4,8-dimethyl-non-4-enal